OC1=CC=C2C=3C=CC(=CC3C(C2=C1)=O)NC(C(C)(C)C)=O N-(7-hydroxy-9-oxo-9H-fluoren-2-yl)pivaloamide